(cis)-ethyl 2-pentenoate C(\C=C/CC)(=O)OCC